5-[4-amino-5-(trifluoromethyl)pyrrolo[2,1-f][1,2,4]triazin-7-yl]-N-[(3R,4S)-1-(2,5-difluorobenzoyl)-4-fluoropyrrolidin-3-yl]-2,6-dimethylpyridine-3-carboxamide NC1=NC=NN2C1=C(C=C2C=2C=C(C(=NC2C)C)C(=O)N[C@@H]2CN(C[C@@H]2F)C(C2=C(C=CC(=C2)F)F)=O)C(F)(F)F